ClC=1C=C(C=CC1)C1=CNC=2N=CN=C(C21)NCC2CC2 5-(3-Chlorophenyl)-N-(cyclopropylmethyl)-7H-pyrrolo[2,3-d]pyrimidin-4-amine